tert-Butyl N-[4-[5-chloro-7-[(2R)-2-hydroxypropoxy]-1,3-dihydrofuro[3,4-f]quinolin-4-yl]-3-cyano-7-fluoro-benzothiophen-2-yl]carbamate ClC=1C(=C2C(=C3C=CC(=NC13)OC[C@@H](C)O)COC2)C2=CC=C(C1=C2C(=C(S1)NC(OC(C)(C)C)=O)C#N)F